4-(1-((3-amino-6-chloropyridin-2-yl)amino)ethyl)tetrahydro-2H-pyran-4-ol NC=1C(=NC(=CC1)Cl)NC(C)C1(CCOCC1)O